ClC=1C=C2C(=CN(C2=CC1)S(=O)(=O)C1=CC=C(C=C1)Cl)C(C1C(C(OC1)=O)=C)O 4-((5-Chloro-1-((4-chlorophenyl)sulfonyl)-1H-indol-3-yl)(hydroxy)methyl)-3-methylenedihydrofuran-2(3H)-one